9-chloro-7-methoxy-4-oxo-4H-pyrido[1,2-a]pyrimidin-2-yl triflate O(S(=O)(=O)C(F)(F)F)C=1N=C2N(C(C1)=O)C=C(C=C2Cl)OC